N[C@H]1C[C@H](C1)C(=O)OC methyl (cis)-3-aminocyclobutane-1-carboxylate